N-[[6-[(2-hydroxybutylamino)methyl]imidazo[1,2-a]pyridin-2-yl]methyl]-4-oxo-pyrido[1,2-a]pyrimidine-2-carboxamide OC(CNCC=1C=CC=2N(C1)C=C(N2)CNC(=O)C=2N=C1N(C(C2)=O)C=CC=C1)CC